C(C)C=1C=C(C#N)C=CC1N1N=C(C=2C1=NC=CC2Cl)C(C)C 3-Ethyl-4-(4-chloro-3-isopropyl-1H-pyrazolo[3,4-b]pyridin-1-yl)benzonitrile